N-(2-(((Cyclopropylmethyl)amino)methyl)benzyl)-N-(2-oxo-2-((2'-oxo-1,1',2',3-tetrahydrospiro[indene-2,3'-pyrrolo[2,3-b]pyridine]-5-yl)amino)ethyl)pivalamide C1(CC1)CNCC1=C(CN(C(C(C)(C)C)=O)CC(NC=2C=C3CC4(C(NC5=NC=CC=C54)=O)CC3=CC2)=O)C=CC=C1